OCCCN(C(=O)C1=NC=CN=C1)C N-(3-hydroxypropyl)-N-methylpyrazine-2-carboxamide